C(N)(=N)N1CCC(=CC1)C1=C(C=C(C(=O)NC2=C(C(=C(C=C2)C=2CCN(CC2)C(N)=N)F)C)C=C1)F 4-(1-carbamimidoyl-1,2,3,6-tetrahydro-pyridin-4-yl)-N-[4-(1-carbamimidoyl-1,2,3,6-tetrahydro-pyridin-4-yl)-3-fluoro-2-methyl-phenyl]-3-fluoro-benzamide